pentachloropentaene ClC(C(=C(Cl)Cl)Cl)(CC)Cl